CC=1N=CN(C1)C1=CCC2C3CC=C4C[C@H](CC[C@@]4(C3CC[C@]12C)C)NC(C1=C(C=C(C=C1)F)F)=O N-((3S,10R,13S)-17-(4-methyl-1H-imidazol-1-yl)-10,13-dimethyl-2,3,4,7,8,9,10,11,12,13,14,15-dodecahydro-1H-cyclopenta[a]phenanthren-3-yl)-2,4-difluorobenzamide